3,3-dimethyl-6-(2-((Z)-2-(((E)-4-methylbenzylidene)hydrazineylidene)-4-oxothiazolidin-5-yl)acetamido)-7-oxo-4-thia-1-azabicyclo[3.2.0]heptane-2-carboxylic acid CC1(C(N2C(C(C2S1)NC(CC1C(N/C(/S1)=N/N=C/C1=CC=C(C=C1)C)=O)=O)=O)C(=O)O)C